C(#N)CNS(=O)(=O)C1=CC=C(C=C1)C=1N=NN(N1)CC1=NC=C(C=C1)F N-(cyanomethyl)-4-(2-((5-fluoropyridin-2-yl)methyl)-2H-tetrazol-5-yl)benzenesulfonamide